COC(=O)C1=NC(=CC(=C1)O)C(=O)OC dimethyl-4-hydroxypyridine-2,6-dicarboxylate